C(C)C=1C=C(C=C)C=CC1 m-ethylstyrene